3-[[4-[(2R)-2-Amino-3-cyclohexyl-propoxy]-6-(2,6-dimethylphenyl)pyrimidin-2-yl]sulfamoyl]-2-methyl-benzoic acid N[C@@H](COC1=NC(=NC(=C1)C1=C(C=CC=C1C)C)NS(=O)(=O)C=1C(=C(C(=O)O)C=CC1)C)CC1CCCCC1